C(C)(C)(C)OC(=O)N1C2CN(CC1C2)CC2=C(N=C1N2C=CC=C1)C1=CC=C(C=C1)C(C)C tert.-Butyl-3-{[2-(4-isopropylphenyl)imidazo-[1,2-a]pyridin-3-yl]methyl}-3,6-diazabicyclo[3.1.1]-heptan-6-carboxylat